4-chloro-2-(methylthio)-5,6,7,8-tetrahydropyrido[2,3-d]pyrimidine ClC=1C2=C(N=C(N1)SC)NCCC2